{2,8-dimethylimidazo[1,2-a]pyrazin-6-yl}-4-methoxy-2-{octahydropyrrolo[3,4-c]pyrrol-2-yl}pyrimidine-5-carboxamide CC=1N=C2N(C=C(N=C2C)C2=C(C(=NC(=N2)N2CC3CNCC3C2)OC)C(=O)N)C1